(1-(2-((tert-butyldimethylsilyl)oxy)ethyl)-3-phenyl-1H-pyrazol-4-yl)-6-chloro-7-methoxypyrido[3,2-d]pyrimidine [Si](C)(C)(C(C)(C)C)OCCN1N=C(C(=C1)C=1N=CC2=C(N1)C=C(C(=N2)Cl)OC)C2=CC=CC=C2